dimethyl-trichloropropane CC(C(Cl)(Cl)Cl)(C)C